FC=1C=C2C(C=C(N(C2=CC1C=O)[C@H]1CN(CC1)C(=O)OC(C)(C)C)C)=C=O (R)-tert-butyl 3-(6-fluoro-7-formyl-2-methyl-4-carbonylquinolin-1(4H)-yl)pyrrolidine-1-carboxylate